BrC=1C=CC=C2C=C(C=NC12)C(=O)O 8-bromoquinoline-3-carboxylic acid